Thien-3-ylcarbinol S1C=C(C=C1)CO